(R)-N-(4-chlorophenyl)-2-((1S,4S)-4-(6-fluoroquinolin-4-yl)cyclohexyl)propionamide phosphate P(=O)(O)(O)O.ClC1=CC=C(C=C1)NC([C@H](C)C1CCC(CC1)C1=CC=NC2=CC=C(C=C12)F)=O